imidazo[1,5-a]pyridine-7-carboxamide hydrochloride Cl.C=1N=CN2C1C=C(C=C2)C(=O)N